S1CCC(CC1)NC(OC1CCC(CC1)C(N(CC12CCC(CC1)(CC2)C2=CC(=C(C=C2)OC)C)C2=NC=CC(=C2)C=2C=NN(C2)C(C)(C)C)=O)=O 4-((4-(1-(tert-Butyl)-1H-pyrazol-4-yl)pyridin-2-yl)((4-(4-methoxy-3-methylphenyl)bicyclo[2.2.2]octan-1-yl)methyl)carbamoyl)cyclohexyl trans-(tetrahydro-2H-thiopyran-4-yl)carbamate